CC(C)C(CC(C)C)(O)C 2,3,5-trimethyl-3-hexanol